ClC=1C=CC(=C(C1)NC(=S)N)C 1-(5-chloro-2-methylphenyl)thiourea